NC=1C(NC2=C3C(=C(C=C2C1C1=C2C=NNC2=C(C=C1)F)P(=O)(C)C)C=CC=C3)=O 3-Amino-6-dimethylphosphoryl-4-(7-fluoro-1H-indazol-4-yl)-1H-benzo[h]quinolin-2-one